N-Cyclopentyl-3-(N-((1,2,3,5,6,7-hexahydro-s-indacen-4-yl)carbamoyl)sulfamoyl)-N,1-dimethyl-1H-pyrazole-5-carboxamide, sodium Salt [Na].C1(CCCC1)N(C(=O)C1=CC(=NN1C)S(NC(NC1=C2CCCC2=CC=2CCCC12)=O)(=O)=O)C